2-(2,6-dioxopiperidin-3-yl)-5-((4-(4-(6-(6-((R)-2-(3-fluorophenyl)pyrrolidine-1-yl)imidazo[1,2-b]pyridazin-3-yl)pyridin-2-yl)piperazin-1-yl)piperidin-1-yl)methyl)isoindoline O=C1NC(CCC1N1CC2=CC=C(C=C2C1)CN1CCC(CC1)N1CCN(CC1)C1=NC(=CC=C1)C1=CN=C2N1N=C(C=C2)N2[C@H](CCC2)C2=CC(=CC=C2)F)=O